CN1CCN(CC1)C=1C=C(C=CC1)[C@@H](C)NC(CC)=O N-[(1R)-1-[3-(4-methylpiperazin-1-yl)phenyl]ethyl]propionamide